4-oxo-4,5,6,7-tetrahydrobenzo[b]thiophene-2-carboxylic acid ethyl ester C(C)OC(=O)C1=CC2=C(S1)CCCC2=O